ClC[C@H](COC1=C(C=C(C=C1)C(C)(C)C1=CC(=C(C=C1)OC[C@H](CN1C=NC=C1)O)Cl)Cl)O (S)-1-chloro-3-(2-chloro-4-(2-(3-chloro-4-((S)-2-hydroxy-3-(1H-imidazol-1-yl)propoxy)phenyl)propan-2-yl)phenoxy)propan-2-ol